(2S)-2-({5-[(1S)-1-[(5-chloro-2-methylpyridin-3-yl)amino]ethyl]thiophen-2-yl}formamido)-N-(4-cyanophenyl)-3-cyclopentylpropanamide ClC=1C=C(C(=NC1)C)N[C@@H](C)C1=CC=C(S1)C(=O)N[C@H](C(=O)NC1=CC=C(C=C1)C#N)CC1CCCC1